1-(3-((2-((4-methyl-6-morpholinylpyridin-3-yl)amino)-5-(trifluoromethyl)pyrimidin-4-yl)amino)propyl)piperidin-2-one CC1=C(C=NC(=C1)N1CCOCC1)NC1=NC=C(C(=N1)NCCCN1C(CCCC1)=O)C(F)(F)F